Tetrahydropyran-4-yloxycarbonyloxymethyl (1aR,7bS)-5-fluoro-2-hydroxy-1a,7b-dihydro-1H-cyclopropa[c][1,2]benzoxaborinine-4-carboxylate FC1=C(C2=C([C@@H]3[C@H](B(O2)O)C3)C=C1)C(=O)OCOC(=O)OC1CCOCC1